(R)-1-(4-(pyrrolidin-3-yloxy)phenyl)dihydropyrimidine-2,4(1H,3H)-dione N1C[C@@H](CC1)OC1=CC=C(C=C1)N1C(NC(CC1)=O)=O